OC1=CC(=C2C=CC=3C(=CC(=C4C=CC1=C2C34)S(=O)(=O)O)S(=O)(=O)O)S(=O)(=O)O 1-hydroxypyrene-3,6,8-trisulphonic acid